3-[(trimethylsilyl)oxy]propanenitrile C[Si](OCCC#N)(C)C